PYRAZOLEBENZAMIDE N1N=C(C=C1)C1=CC=CC=C1C(=O)N